NC1=C(C=CC=C1)NC1CN(CCCC1)CCOC1=C(C=NN1C)C1=NC(=CC(=C1)C(=O)OC)C methyl 2-[5-(2-{3-[(2-aminophenyl) amino] azepan-1-yl} ethoxy)-1-methylpyrazol-4-yl]-6-methylpyridine-4-carboxylate